3,3'-dinitro-4,4'-biphenol [N+](=O)([O-])C=1C=C(C=CC1C1=C(C=C(C=C1)O)[N+](=O)[O-])O